OC(CNC(=O)C1=CC(=CC(=C1)O)C(=O)NCC(CO)O)CO N,N'-bis[2,3-dihydroxypropyl]-5-hydroxybenzene-1,3-dicarboxamide